N-(2-(5-methoxy-4-methyl-1H-indol-3-yl)ethyl)-N-methylpropan-2-amine COC=1C(=C2C(=CNC2=CC1)CCN(C(C)C)C)C